C(=C)(C)C1=C(C=CC=C1)C1=CC=CC=C1 isopropenyl-1,1'-biphenyl